2,3-dihydroxy-5-[(propoxy)carbonyl]phenolate OC1=C(C=C(C=C1O)C(=O)OCCC)[O-]